(R)-6-(1-(4-bromophenyl)ethyl)-2-oxa-6-azaspiro[3.3]heptane BrC1=CC=C(C=C1)[C@@H](C)N1CC2(COC2)C1